tert-butyl (2R,3R)-2-[[tert-butyl(diphenyl)silyl]oxymethyl]-5-oxo-3-(3,3,3-trifluoropropyl)pyrrolidine-1-carboxylate [Si](C1=CC=CC=C1)(C1=CC=CC=C1)(C(C)(C)C)OC[C@@H]1N(C(C[C@H]1CCC(F)(F)F)=O)C(=O)OC(C)(C)C